C1(CCC1)N1N=CC(=C1)C1=C(C(=O)O)C=C(C=C1)NC(=O)C1(CC1)C1=C(C=C(C=C1)OC(F)(F)F)F 2-(1-Cyclobutyl-1H-pyrazol-4-yl)-5-[({1-[2-fluoro-4-(trifluoromethoxy)phenyl]cyclopropyl}carbonyl)amino]benzoic acid